C(C)OC(=O)C1(CCCC1)NC(\C=C\C1=CC(=C(C=C1)OCC1=CC=CC=C1)OC)=O (E)-1-(3-(4-(benzyloxy)-3-methoxyphenyl)acrylamido)cyclopentane-1-carboxylic acid ethyl ester